FC=1C=C(C#N)C=C(C1)OC1=CC=C2C=3C(CC(C13)C)(C(C2(F)F)(F)F)O 3-fluoro-5-((3,3,4,4-tetrafluoro-2a-hydroxy-1-methyl-2,2a,3,4-tetrahydro-1H-cyclopenta[cd]inden-7-yl)oxy)benzonitrile